(S)-N-((1S)-1-((2R,3S,5R)-5-azido-3-(benzyloxy)-6-(p-tolylthio)tetrahydro-2H-pyran-2-yl)ethyl)-N-benzyl-2-methylpropane-2-sulfinamide N(=[N+]=[N-])[C@@H]1C[C@@H]([C@H](OC1SC1=CC=C(C=C1)C)[C@H](C)N([S@@](=O)C(C)(C)C)CC1=CC=CC=C1)OCC1=CC=CC=C1